NC1=NC2=C(C=C(C=C2C=N1)C1=C(C=CC=C1)C#N)C=1C=C(C=CC1)NC(C=C)=O N-(3-(2-amino-6-(2-cyanophenyl)quinazolin-8-yl)phenyl)acrylamide